FC(CCOC(=O)C=1N=CNC1)(F)F (3,3,3-trifluoropropyl)-1H-imidazole-4-carboxylate